COC[C@@H]1N(CCNC1)C1=NC=CC=N1 (R)-2-(2-(methoxymethyl)piperazin-1-yl)pyrimidine